C(C1=C(C(=CC(=C1)C(C)(C)C1=CC=CC=C1)N1N=C2C(=N1)C=CC=C2)O)C2=C(C(=CC(=C2)C(C)(C)C2=CC=CC=C2)N2N=C1C(=N2)C=CC=C1)O 2,2'-methylenebis[4-cumyl-6-(2H-benzotriazol-2-yl)phenol]